p-hydroxyphenylglycine C1=CC(=CC=C1C(C(=O)O)N)O